1-hydroxy-3-trifluoromethyl-cyclobutane-1-carboxylic acid OC1(CC(C1)C(F)(F)F)C(=O)O